C(C)OC(=O)C=1N=NNC1OC 5-methoxy-1H-1,2,3-triazole-4-carboxylic acid ethyl ester